Cinnamoyl-L-valine C(C=CC1=CC=CC=C1)(=O)N[C@@H](C(C)C)C(=O)O